bis(2-hydroxy-ethyl)methyl-ammonium OCC[NH+](C)CCO